2-chloro-N-(4-methylpyridin-2-yl)acetamide ClCC(=O)NC1=NC=CC(=C1)C